N(=[N+]=[N-])[C@H]1[C@@H](O[C@@H]([C@H]1O)CO)N1C(=O)N=C(N)C=C1 2'-azido-deoxycytidine